C(CCCCCCCCCCCCCCC)[NH+]1CC(CC1)C 1-hexadecyl-3-methylpyrrolidinium